NC[C@H](O)C1=CC(=C(C(=C1)F)F)F |r| (±)-2-Amino-1-(3,4,5-trifluorophenyl)ethanol